OCC1=CC=C(C(=O)[O-])C=C1 (R)-(+)-4-(hydroxymethyl)-benzoate